CC1=C(SC2=C1C(=N[C@H](C3=NN=C(N32)C)CC(=O)OC(C)(C)C)C4=CC=C(C=C4)Cl)C (S)-(+)-tert-Butyl 2-(4-(4-chlorophenyl)-2,3,9-trimethyl-6H-thieno(3,2-f)(1,2,4)triazolo(4,3-a)(1,4)diazepin-6-yl)acetate